(R)-3-Dimethylaminomethyl-pyrrolidin CN(C)C[C@H]1CNCC1